C(C)OC(C(F)(F)C1=CC=C(O1)C1=NN=C2N1CCN(C2)C(=O)OC(C)(C)C)=O tert-butyl 3-(5-(2-ethoxy-1,1-difluoro-2-oxoethyl) furan-2-yl)-5,6-dihydro-[1,2,4]triazolo[4,3-a]pyrazine-7(8H)-carboxylate